6-{2-[(6,6-dimethylpiperidin-3-yl)amino]-5-(trifluoromethyl)pyrimidin-4-yl}-1,4-diazatricyclo[7.1.1.03,7]undeca-3(7),5-dien-2-one CC1(CCC(CN1)NC1=NC=C(C(=N1)C1=CNC=2C(N3CC(CC12)C3)=O)C(F)(F)F)C